C(C=C)(=O)N1[C@H](CN(CC1)C=1C2=C(N=C(N1)OC[C@H]1N(CCC1)C)CN(C2)C(C)C2=CC=CC1=CC=CC=C21)CC#N 2-((2S)-1-acryloyl-4-(2-(((S)-1-methylpyrrolidin-2-yl)methoxy)-6-(1-(naphthalen-1-yl)ethyl)-6,7-dihydro-5H-pyrrolo[3,4-d]pyrimidin-4-yl)piperazin-2-yl)acetonitrile